ClC1=NC=C(C=N1)\C=C\B1OC(C(O1)(C)C)(C)C (E)-2-chloro-5-(2-(4,4,5,5-tetramethyl-1,3,2-dioxaborolan-2-yl)vinyl)pyrimidine